C(C)(=O)N1C=C(C2=CC=C(C=C12)F)CCNC(C1=NC=CC=C1)=O N-(2-(1-acetyl-6-fluoro-1H-indol-3-yl)ethyl)picolinamide